6,7,8,9-tetrahydropyrido[3',2':4,5]pyrrolo[1,2-a]pyrazine-5-carbonitrile N1=CC=CC=2C(=C3N(CCNC3)C21)C#N